[N+](=O)([O-])C1=CC=C(C=C1)N1CCC(CC1)CNC(OC(C)(C)C)=O tert-butyl ((1-(4-nitrophenyl)piperidin-4-yl)methyl)carbamate